FC=1C=C2C(=C(/C(/C2=CC1)=C/C1=C(C=CC2=CC=CC=C12)OC)C)CC(=O)O 2-[(1Z)-5-fluoro-1-[(2-methoxynaphthalen-1-yl)methylidene]-2-methyl-1H-inden-3-yl]acetic acid